FC1=C(C(=CC=C1)OC)C1=CC(=NC=C1C(=O)NC=1SC(=NN1)OCC1=NC=C(C=C1)[C@H](C)O)C 4-(2-fluoro-6-methoxyphenyl)-N-(5-((5-((S)-1-hydroxyethyl)pyridin-2-yl)methoxy)-1,3,4-thiadiazol-2-yl)-6-methylnicotinamide